6-(2-((6,6-dimethyl-2,4-dioxo-3-azabicyclo[3.1.0]hexan-3-yl)methyl)thieno[3,2-b]pyridin-7-yl)-4-methyl-5-(morpholine-4-carbonyl)picolinonitrile CC1(C2C(N(C(C12)=O)CC1=CC2=NC=CC(=C2S1)C1=C(C(=CC(=N1)C#N)C)C(=O)N1CCOCC1)=O)C